C(C)(C)(C)C1CCC(CC1)CC1C(C2=CC=CC=C2C(C1)=O)=O 2-[(4-tert-butylcyclohexyl)methyl]-2,3-dihydro-1,4-naphthalenedione